C(CCC)C1CN(CCC1N)C1=CC=CC2=CC=CC=C12 3-Butyl-1-(naphthalen-1-yl)piperidin-4-amine